cyclohexyl-5-methyl-heptanoic acid C1(CCCCC1)C(C(=O)O)CCC(CC)C